4-{[2-(benzo[d]thiazol-6-ylamino)-7-fluoroquinazolin-8-yl]oxy}cyclohexanol S1C=NC2=C1C=C(C=C2)NC2=NC1=C(C(=CC=C1C=N2)F)OC2CCC(CC2)O